imidazo[1,2-B]pyridazine N=1C=CN2N=CC=CC21